CC(=CCCC(=CCCC(C)(C#C)O)C)C dehydronerolidol